2-Methyl-3-oxo-2,3-dihydropyridazine-4-carboxylic acid CN1N=CC=C(C1=O)C(=O)O